FC1=C(C=C(C=C1)C)C=1C=C2C(=NC1)N(C(N2)=O)[C@H](CS(=O)(=O)C)C2=NC(=C(C=C2)OC)OCC (S)-6-(2-fluoro-5-methylphenyl)-3-(1-(6-ethoxy-5-methoxypyridin-2-yl)-2-(methylsulfonyl)ethyl)-1H-imidazo[4,5-b]pyridin-2(3H)-one